Cl.Cl.COC(CCC1=CC=C(C=C1)C1=C(C(=NC=C1)C)C)=O 3-(4-(2,3-dimethylpyridine-4-yl)phenyl)propionic acid methyl ester dihydrochloride